3-(1-oxo-5-(piperidine-4-yl)isoindolin-2-yl)piperidine-2,6-dione O=C1N(CC2=CC(=CC=C12)C1CCNCC1)C1C(NC(CC1)=O)=O